N1(CCCC1)CCNC(OC(CCCO[Si](C)(C)C(C)(C)C)CCC)=O 1-((tert-butyldimethylsilyl)oxy)heptan-4-yl (2-(pyrrolidin-1-yl)ethyl)carbamate